rac-(3R,4S)-3-methylpiperidin-4-ol C[C@@H]1CNCC[C@@H]1O |r|